(E)-3-(4-ethoxyphenyl)-1-(4-(2-(2-phenyl-1H-indol-3-yl)acetyl)piperazin-1-yl)prop-2-en-1-one C(C)OC1=CC=C(C=C1)/C=C/C(=O)N1CCN(CC1)C(CC1=C(NC2=CC=CC=C12)C1=CC=CC=C1)=O